ClC1=C(COC(=O)N[C@H](C(=O)O)CCN(CCCCC2=NC=3NCCCC3C=C2)CCOC)C=CC=C1F (S)-2-((((2-chloro-3-fluorobenzyl)oxy)carbonyl)amino)-4-((2-methoxyethyl)(4-(5,6,7,8-tetrahydro-1,8-naphthyridin-2-yl)butyl)amino)butanoic acid